FC(OC=1C(=C(C=CC1)NC1=C(C(=O)OC)C=C(C(=C1)F)F)C=O)F methyl 2-((3-(difluoro-methoxy)-2-formylphenyl) amino)-4,5-difluoro-benzoate